6-(1-(2-((tert-butyldimethylsilyl)oxy)-2-methylpropyl)-1H-pyrazol-3-yl)-5-(difluoromethyl)pyridin-3-amine [Si](C)(C)(C(C)(C)C)OC(CN1N=C(C=C1)C1=C(C=C(C=N1)N)C(F)F)(C)C